4-((1R,5S)-3,8-diazabicyclo[3.2.1]octan-3-yl)-7-(4-chloro-1H-pyrrolo[2,3-c]pyridin-3-yl)-8-fluoro-2-((tetrahydro-1H-pyrrolizin-7a(5H)-yl)methoxy)quinazoline [C@H]12CN(C[C@H](CC1)N2)C2=NC(=NC1=C(C(=CC=C21)C2=CNC1=CN=CC(=C12)Cl)F)OCC12CCCN2CCC1